C(CCC)OC1=C(C=O)C=C(C=C1[N+](=O)[O-])[N+](=O)[O-] 2-butoxy-3,5-dinitrobenzaldehyde